FC=1C=C(C=C(C1)F)[C@@H]1N(OCC1)C1=CC(=NC=N1)NC1=C(C=C(C=C1)N1CCC(CC1)N1CCN(CC1)C)OC (R)-6-(3-(3,5-difluorophenyl)isoxazolidin-2-yl)-N-(2-methoxy-4-(4-(4-methylpiperazin-1-yl)piperidin-1-yl)phenyl)pyrimidin-4-amine